N-(1-(3-bromo-5-(2,2,2-trifluoroethoxy)phenyl)cyclopropyl)-3-(4-fluorophenyl)-3-hydroxybutanamide BrC=1C=C(C=C(C1)OCC(F)(F)F)C1(CC1)NC(CC(C)(O)C1=CC=C(C=C1)F)=O